3-{[5-(2-chloro-4-hydroxyphenyl)-1-trityl-1H-indazol-3-yl]carbamoyl}piperidine-1-carboxylic acid tert-butyl ester C(C)(C)(C)OC(=O)N1CC(CCC1)C(NC1=NN(C2=CC=C(C=C12)C1=C(C=C(C=C1)O)Cl)C(C1=CC=CC=C1)(C1=CC=CC=C1)C1=CC=CC=C1)=O